3-(4-nitrophenyl)-5-trifluoromethyl-1,3,4-oxadiazole [N+](=O)([O-])C1=CC=C(C=C1)N1COC(=N1)C(F)(F)F